C(C)OC(=O)C1=CNC=C1 pyrrole-3-carboxylic acid ethyl ester